BrC1=CC=C2C=3C=CC(=CC3C3=C(C(=C(C(=C3C2=C1)C1=CC=CC=C1)C1=CC=CC=C1)C1=CC=CC=C1)C1=CC=CC=C1)B1NC=2C3=C(N1)C=CC=C3C=CC2 2-(7-bromo-9,10,11,12-tetraphenyltriphenylen-2-yl)-2,3-dihydro-1H-naphtho[1,8-de][1,3,2]diazaborinine